(S)-(5-cyclopropyl-1,3,4-oxadiazol-2-yl)(4-(6-fluoropyrazolo[1,5-a]pyridin-2-yl)-6,7-dihydro-1H-imidazo[4,5-c]pyridin-5(4H)-yl)methanone C1(CC1)C1=NN=C(O1)C(=O)N1[C@@H](C2=C(CC1)NC=N2)C2=NN1C(C=CC(=C1)F)=C2